FC1(CC(N(C1)C1=NC=2N(C=C1)N=CC2C2N(CC2O)C(=O)N)C2=CC(=CC=C2)F)F 5-(4,4-difluoro-2-(3-fluorophenyl)pyrrolidin-1-yl)pyrazolo[1,5-a]pyrimidin-3-yl-3-hydroxyazetidine-1-carboxamide